3-(azidomethyl)furan-2-carboxylic acid N(=[N+]=[N-])CC1=C(OC=C1)C(=O)O